2-((5-(4-(di-p-tolylamino)phenyl)furan-2-yl)methylene)-1H-indene C1(=CC=C(C=C1)N(C1=CC=C(C=C1)C1=CC=C(O1)C=C1CC2=CC=CC=C2C1)C1=CC=C(C=C1)C)C